C(#N)CC1(CC1)CN1C=NC=2C1=NC(=CC2)C(=O)[O-] 3-((1-(cyanomethyl) cyclopropyl) methyl)-3H-imidazo[4,5-b]pyridine-5-carboxylate